NC1=C(C=CC(=C1)OC(F)(F)F)C(=O)N1CCC(CC1)C1=C2C(=NC=C1)NC(=N2)C2CNCC(O2)(C)C [2-amino-4-(trifluoromethoxy)phenyl]-[4-[2-[6,6-dimethylmorpholin-2-yl]-3H-imidazo[4,5-b]pyridin-7-yl]-1-piperidyl]methanone